FC1=C2C(=NC=3N(C2=CC=C1)C(=NN3)C)N3CCCC1=C(C=CC=C31)C#CC3(C[C@H]1C[C@H]1C3)O (1R,5S)-3-((1-(6-fluoro-1-methyl-[1,2,4]triazolo[4,3-a]quinazolin-5-yl)-1,2,3,4-tetrahydroquinolin-5-yl)ethynyl)bicyclo[3.1.0]hexan-3-ol